5-chloro-2-(4,4-difluoroazepan-1-yl)-N-(4-fluoro-3-(N'-hydroxyamidino)phenyl)-6-(pyrrolidinyl)nicotinamide ClC=1C(=NC(=C(C(=O)NC2=CC(=C(C=C2)F)C(N)=NO)C1)N1CCC(CCC1)(F)F)N1CCCC1